Heptane bis(2,2,2-trifluoroacetate) FC(C(=O)O)(F)F.FC(C(=O)O)(F)F.CCCCCCC